C(C)OC(CCC(=O)C1=NC(=CC(=C1O)C#N)C1=CC=C(C2=CC=CC=C12)Cl)=O 4-[6-(4-chloro-naphthalen-1-yl)-4-cyano-3-hydroxy-pyridin-2-yl]-4-oxo-butyric acid ethyl ester